CC(C)O[Si]([SiH3])(OC(C)C)OC(C)C tris-(1-methylethoxy)-silyl-silane